(3S)-2-(2-(3-acetyl-5-(2-methylpyrimidin-5-yl)-1H-indazol-1-yl)acetyl)-N-(6-bromo-3-methylpyridin-2-yl)-5-((methylamino)methyl)-2-azabicyclo[3.1.0]hexane-3-carboxamide C(C)(=O)C1=NN(C2=CC=C(C=C12)C=1C=NC(=NC1)C)CC(=O)N1C2CC2(C[C@H]1C(=O)NC1=NC(=CC=C1C)Br)CNC